4-bromo-5-ethynyl-1-methylpyridin-2(1H)-one BrC1=CC(N(C=C1C#C)C)=O